N-[5-[2-(5-amino-2-methyl-anilino)pyrimidin-4-yl]-4-methyl-thiazol-2-yl]acetamide NC=1C=CC(=C(NC2=NC=CC(=N2)C2=C(N=C(S2)NC(C)=O)C)C1)C